NCC1=NC=CC(=C1)C1=C2CN(C(C2=CC=C1)=O)C1C(NC(CC1)=O)=O 3-(4-(2-(Aminomethyl)pyridin-4-yl)-1-oxoisoindolin-2-yl)piperidine-2,6-dione